C(N)(OC1=CC=C2C(=C1)CN(C(C21CCN(CC1)C1CCC(CC1)C(C)C)=O)CCNS(=O)(=O)C)=O 1'-((1s,4s)-4-isopropyl-cyclohexyl)-2-(2-(methyl-sulfonamido) ethyl)-3-oxo-2,3-dihydro-1H-spiro[isoquinoline-4,4'-piperidin]-7-yl carbamate